BrC1=CC2=C(C(N(CCO2)CC2=CC(=CC=C2)OC)=O)C=C1 8-bromo-4-(3-methoxybenzyl)-3,4-dihydro-1,4-benzoxazepin-5(2H)-one